4-(4-iodo-5-methoxy-6-(3-(1-methyl-1H-pyrazol-3-yl)phenyl)pyrimidin-2-yl)morpholine IC1=NC(=NC(=C1OC)C1=CC(=CC=C1)C1=NN(C=C1)C)N1CCOCC1